NC=1N=CC(=NC1CC1=CC=CC=C1)C1=CC=C(C=C1)O 4-(5-amino-6-benzylpyrazin-2-yl)phenol